COC=1N(C=2C(=NC=C(C2)N2C=CC=3N=CN=C(C32)OC)N1)CC1=C(C(=CC(=C1)F)F)F 2-methoxy-6-(4-methoxy-5H-pyrrolo[3,2-d]pyrimidin-5-yl)-1-(2,3,5-trifluorobenzyl)-1H-imidazo[4,5-b]pyridine